7-(5-(5-((1R,4R)-5-acetyl-2,5-diazabicyclo[2.2.1]heptan-2-yl)-1,3,4-thiadiazol-2-yl)-4-(isopropylamino)pyridin-2-yl)pyrrolo[1,2-b]pyridazine-3-carbonitrile C(C)(=O)N1[C@H]2CN([C@@H](C1)C2)C2=NN=C(S2)C=2C(=CC(=NC2)C2=CC=C1N2N=CC(=C1)C#N)NC(C)C